CC1(OCC(O1)CN1N=C(C=C1C(=O)N=C=S)C)C 2-[(2,2-dimethyl-1,3-dioxolan-4-yl)methyl]-5-methyl-pyrazole-3-carbonyl isothiocyanate